C(C)(C)N1N=CC=2C(=CC(=CC12)C=1C=NC(=CC1)N1CCC(CC1)NC)C(=O)NCC=1C(NC(=CC1CCC)C)=O 1-isopropyl-N-((6-methyl-2-oxo-4-propyl-1,2-Dihydropyridin-3-yl)methyl)-6-(6-(4-(methylamino)piperidin-1-yl)pyridin-3-yl)-1H-indazole-4-carboxamide